1H-benzo[d]imidazol-5-yl 3-chloro-4-fluorobenzoate ClC=1C=C(C(=O)OC2=CC3=C(NC=N3)C=C2)C=CC1F